[Br-].C1(=CC=CC=C1)CCC[Zn+] (3-phenylpropyl)zinc (II) bromide